NCCNC1=NC2=CC=CC=C2C2=C1SC=1C(=CC=CC1C2=O)OC 6-(2-aminoethylamino)-8-methoxy-12H-thiochromeno[2,3-c]quinolin-12-one